C(CCCCCCCCCCCCCCC)(=O)OC[C@H](OC(CCCCCCC\C=C/C\C=C/CCCCC)=O)COC(C)=O |r| 1-PALMITOYL-2-LINOLEOYL-3-ACETYL-RAC-GLYCEROL